3-chloro-5-fluoroquinolin ClC=1C=NC2=CC=CC(=C2C1)F